C1(CC1)N1C(N(C2=C1C(=CC=C2)N2CCN(CC2)C(=O)OC(C)(C)C)C2C(N(C(CC2)=O)CC2=CC=C(C=C2)OC)=O)=O tert-butyl 4-[3-cyclopropyl-1-[1-[(4-methoxyphenyl)methyl]-2,6-dioxo-3-piperidyl]-2-oxo-benzimidazol-4-yl]piperazine-1-carboxylate